ClC1=NC(=NC(=C1C=O)NC)C chloro-2-methyl-6-(methylamino)pyrimidine-5-carbaldehyde